N-(4-(3-(2-aminopyrimidin-4-yl)-4-hydroxyphenoxy)-3-fluorophenyl)-4-ethoxy-1-(4-fluorophenyl)-2-oxo-1,2-dihydropyridine-3-carboxamide NC1=NC=CC(=N1)C=1C=C(OC2=C(C=C(C=C2)NC(=O)C=2C(N(C=CC2OCC)C2=CC=C(C=C2)F)=O)F)C=CC1O